6-chloro-N-(2-morpholinyl-5-(piperidin-1-yl)oxazolo[4,5-b]pyridin-6-yl)pyridinecarboxamide ClC1=CC=CC(=N1)C(=O)NC=1C=C2C(=NC1N1CCCCC1)N=C(O2)N2CCOCC2